1-(2-((7-(((1,1,1,3,3,3-Hexafluoropropan-2-yl)oxy)carbonyl)-2,7-diazaspiro[3.5]nonan-2-yl)methyl)-5-(trifluoromethyl)phenyl)-3-methylpiperidine-3-carboxylic acid FC(C(C(F)(F)F)OC(=O)N1CCC2(CN(C2)CC2=C(C=C(C=C2)C(F)(F)F)N2CC(CCC2)(C(=O)O)C)CC1)(F)F